C(C(C)C)[Al](OC1=C(C=C(C=C1C(C)(C)C)C)C(C)(C)C)OC1=C(C=C(C=C1C(C)(C)C)C)C(C)(C)C isobutyl-bis(2,6-di-t-butyl-4-methylphenoxy)aluminum